ClC1=C(C(=O)O)C=C(C=C1)C#N 2-chloro-5-cyanobenzoic acid